CC(CC(CN)C)N 1,3-dimethyl-1,4-diamino-butane